[Se](C#N)C1=CNC2=CC=CC=C12 3-Selenocyanoindole